C(C1=CC=CC=C1)N1C(C(O[C@H]([C@H]1C([2H])([2H])O)C)(F)F)=O (5R,6S)-4-benzyl-2,2-difluoro-5-(hydroxymethyl-d2)-6-methylmorpholin-3-one